CC(C)(C)[O-].[K+].C(C1=CC=CC=C1)N(C[C@@H]1CC2(OCCO2)CCC1=C)CC1=CC=CC=C1 |r| rac-N,N-Dibenzyl-1-(8-methylene-1,4-dioxaspiro[4.5]decan-7-yl)methanamine Potassium tert-butoxide